L-α-methylbenzylamine C[C@@H](C1=CC=CC=C1)N